N-(3-chloro-5-(methylsulfonamido)phenyl)-5-(3-(cyclopropylmethoxy)pyridin-2-yl)-1-methyl-1H-pyrrole-3-carboxamide ClC=1C=C(C=C(C1)NS(=O)(=O)C)NC(=O)C1=CN(C(=C1)C1=NC=CC=C1OCC1CC1)C